tert-butyl (3Z)-3-(dimethylaminomethylene)-4-oxo-pyrrolidine-1-carboxylate CN(C)\C=C/1\CN(CC1=O)C(=O)OC(C)(C)C